acryloyloxyphthalic acid C(C=C)(=O)OC1=C(C(C(=O)O)=CC=C1)C(=O)O